N-(5-(2-(3,3-dimethylazetidin-1-yl)acetamido)-2-methylpyridin-3-yl)-2-(4-methoxypyridin-3-yl)pyrazolo[5,1-b]thiazole-7-carboxamide CC1(CN(C1)CC(=O)NC=1C=C(C(=NC1)C)NC(=O)C=1C=NN2C1SC(=C2)C=2C=NC=CC2OC)C